ClC1=CC2=C(N(CCO2)C=2N=C(N3C2C=NC=C3)C(C)C)C=C1C(F)F 7-chloro-6-(difluoromethyl)-4-{3-isopropylimidazo[1,5-a]pyrazin-1-yl}-2,3-dihydro-1,4-benzoxazine